C(C)C=1C=C2CCNCC2=CC1NC1=NC=C(C(=N1)C1=CC2=C(C(N(CCS2(=O)=O)CC(F)(F)F)=O)S1)C(F)(F)F 7-(2-((6-ethyl-1,2,3,4-tetrahydroisoquinolin-7-yl)amino)-5-(trifluoromethyl)pyrimidin-4-yl)-4-(2,2,2-trifluoroethyl)-3,4-dihydrothieno[2,3-f][1,4]thiazepin-5(2H)-one 1,1-dioxide